FC=1C(=NC=CC1)C1(CCC1)OCC(=O)N1CC2CCC(C1)N2C2=NC=C(C#N)C=C2 6-(3-(2-(1-(3-fluoropyridin-2-yl)cyclobutoxy)acetyl)-3,8-diazabicyclo[3.2.1]octan-8-yl)nicotinonitrile